NC1=C(C=CC(=C1)OC)N(C(=O)N1C=CC2=C1N=CN=C2N(C)[C@H]2CN(CC[C@H]2C)C(CC#N)=O)C(NC2=C(C=C(C=C2)OC)N)=O N-(2-amino-4-methoxyphenyl)-N-((2-amino-4-methoxyphenyl)carbamoyl)-4-(((3R,4R)-1-(2-cyanoacetyl)-4-methylpiperidin-3-yl)(methyl)amino)-7H-pyrrolo[2,3-d]pyrimidine-7-carboxamide